N-methyl-imidazolidine CN1CNCC1